C(C1=CC=CC=C1)N(C=O)CC1=CC=CC=C1 N,N-dibenzylmethanamide